CN(CCCCCC)CC#C N-methyl-N-(prop-2-yn-1-yl)hexan-1-amine